C(C1=CC=CC=C1)OC1=NC(=CC=C1C1=CC(=C(C=C1)N1CCC(CC1)(C(=O)OCC)C)F)OCC1=CC=CC=C1 ethyl 1-(4-(2,6-bis(benzyloxy) pyridin-3-yl)-2-fluorophenyl)-4-methylpiperidine-4-carboxylate